C(C1=CC=CC=C1)OC(=O)N1CCN(C2=CC=CC(=C12)C)C1=CC2=C(N=C(N=C2)NCCOCCC(=O)O)N(C1=O)C1CNCCC1 3-[2-[[6-(4-benzyloxycarbonyl-5-methyl-2,3-dihydroquinoxalin-1-yl)-7-oxo-8-(3-piperidyl)pyrido[2,3-d]pyrimidin-2-yl]amino]ethoxy]propanoic acid